CCCCCCCC/C=C\\CCCCCCCC(=O)O[C@@H](COP(=O)(OC[C@H](OC(=O)CCCCCCC/C=C\\CCCCCCCC)CO)O)CO The molecule is a lysobisphosphatidic acid with (R,R)-configuration in which both acyl groups are specified as oleoyl and are located at the 2 and 2'-positions. It derives from an oleic acid. It is a conjugate acid of a (R,R)-bis(2-oleoylglycero)-3-phosphate(1-). It is an enantiomer of a (S,S)-bis(2-oleoylglycero)-1-phosphate.